(2R)-2-bromo-N-(3-(2-bromo-4-chloro-6-methylphenyl)-2-hydroxypropyl)-3-(tert-butoxy)propanamide Br[C@@H](C(=O)NCC(CC1=C(C=C(C=C1C)Cl)Br)O)COC(C)(C)C